O1CC(C1)C(C1COC1)(C1COC1)[SiH2]OC(C)C tri(oxetan-3-yl)methyl-isopropyloxysilane